CC(CN[C@@H]([C@H]1CNC2=C(N1)N=CC=C2)C2=CC=CC=C2)C=2C=C(C=CC2)C2(COC2)C(=O)O 3-[3-[1-methyl-2-[[(R)-phenyl-[(3R)-1,2,3,4-tetrahydropyrido[2,3-b]pyrazin-3-yl]methyl]amino]ethyl]phenyl]oxetane-3-carboxylic acid